ClC=1C=C(C=2N(N1)C=CN2)[C@@H]2[C@H](C2)C2=NC=C(C=C2)OC(F)F 6-chloro-8-[(1S,2S)-2-[5-(difluoromethoxy)-2-pyridyl]cyclopropyl]imidazo[1,2-b]pyridazine